O=C1NC(CC[C@H]1C=1C=C(OCC(=O)N2CCC(CC2)CCCN2CCN(CC2)C2=CC=C(C=C2)NC2=C3N=CN(C3=NC=N2)C2CC(C2)NC(CC2=CC=CC=C2)=O)C=CC1)=O N-((1s,3s)-3-(6-((4-(4-(3-(1-(2-(3-(2,6-dioxopiperidin-3-yl)phenoxy)acetyl)piperidin-4-yl)propyl)piperazin-1-yl)phenyl)amino)-9H-purin-9-yl)cyclobutyl)-2-phenylacetamide